3-chloro-N-(6-(2-chloro-5-fluorophenyl)-2,2-difluoro-8-oxo-7,8-dihydro-6H-[1,3]dioxolo[4,5-e]isoindol-5-yl)-5-fluorobenzamide ClC=1C=C(C(=O)NC=2C=C3C(=C4C(NC(C24)C2=C(C=CC(=C2)F)Cl)=O)OC(O3)(F)F)C=C(C1)F